COC(CC1=CC=CC=C1)=O methoxy-2-phenylethan-1-one